methyltert-butyl ether COC(C)(C)C